C12C(CCCC1)O2 1,2-epoxycyclohexane